FC=1C(=NC(=CC1)C(F)(F)F)C1CC2(C1)CCN(CC2)C(=O)C2CC1(C2)NC(OC1)=O (2s,4s)-2-(2-(3-fluoro-6-(trifluoromethyl)pyridin-2-yl)-7-azaspiro[3.5]Nonane-7-carbonyl)-7-oxa-5-azaspiro[3.4]Octane-6-one